COC1=CC(=C2C=C(C(N(C2=C1)C)=O)C)N1C2=C(OCC1)C=CC(=C2)C#N 4-(7-methoxy-1,3-dimethyl-2-oxo-1,2-dihydroquinolin-5-yl)-3,4-dihydro-2H-benzo[b][1,4]oxazine-6-carbonitrile